(3S,7aR,11aR)-3-isopropyl-9-[4-[4-(trifluoromethyl)phenyl]butanoyl]-2,3,6,7,7a,8,10,11-octahydrooxazolo[2,3-j][1,6]naphthyridin-5-one C(C)(C)[C@H]1CO[C@@]23CCN(C[C@H]3CCC(N21)=O)C(CCCC2=CC=C(C=C2)C(F)(F)F)=O